FCC(CF)NC1=NN2C=NC(=C(C2=N1)OCC(F)(F)F)C=1C(=NN(C1)COCC[Si](C)(C)C)C N-(1,3-difluoropropan-2-yl)-7-(3-methyl-1-((2-(trimethylsilyl)ethoxy)methyl)-1H-pyrazol-4-yl)-8-(2,2,2-trifluoroethoxy)-[1,2,4]triazolo[1,5-c]pyrimidin-2-amine